menthol-caproic acid C1(CC(C(CC1)C(C)C)O)(C)CCCCCC(=O)O